FC1=CC=CC=2C(=N[C@H](C(OC21)(C)C)C)C=2C=NC1=CC=CC=C1C2 (3S)-9-fluoro-2,2,3-trimethyl-5-(3-quinolyl)-3H-1,4-benzoxazepine